CC1=CC=CC(=N1)C1=NNC=C1C=1C=C2C(=CC=NC2=CC1)N1CCNCC1 6-[3-(6-methyl-2-pyridyl)-1H-pyrazol-4-yl]-4-piperazin-1-yl-quinoline